C([O-])([O-])=O.[K+].C[C@H]1N(C[C@@H](NC1)C1=CC=CC=C1)C(=O)OC(C)(C)C.[K+] tert-butyl (2R,5S)-2-methyl-5-phenyl-piperazine-1-carboxylate Potassium carbonate